O=C1N(CC=2C3=C(C=CC12)C=CC(=C3)B3OC(C(O3)(C)C)(C)C)CC(C(=O)N)=C 2-[[3-oxo-8-(4,4,5,5-tetramethyl-1,3,2-dioxaborolan-2-yl)-1H-benzo[e]isoindol-2-yl]methyl]prop-2-enamide